magnesium oxide, cerium salt [Ce+3].[O-2].[Mg+2]